6-((2S,3S)-3-aminotetrahydro-2H-pyran-2-yl)-7-bromo-2-chloro-N-(furan-2-ylmethyl)thieno[3,2-d]pyrimidin-4-amine N[C@@H]1[C@H](OCCC1)C1=C(C=2N=C(N=C(C2S1)NCC=1OC=CC1)Cl)Br